C(C)(C)(C)OC(NCC=1SC(=C(C1)C(NO)=N)F)=O ((5-fluoro-4-(N-hydroxycarbamimidoyl)thiophen-2-yl)methyl)carbamic acid tert-butyl ester